Cl.Cl.N[C@@H](CC1=C(C=CC(=N1)C#N)C)C1=NC=CC=C1C1=NOC2=C1C=CC=C2 (S)-6-{2-Amino-2-[3-(benzo[d]isoxazol-3-yl)pyridine-2-yl]ethyl}-5-methylpyridin-2-carbonitrile hydrochloride Hydrogen chloride